OC1CC(N(C1)C([C@H](C(C)C)C1=CC(=NO1)C)=O)C(=O)N 4-hydroxy-1-((R)-3-methyl-2-(3-methylisoxazol-5-yl)butanoyl)pyrrolidine-2-carboxamide